(5R,6R)-5-hydroxy-6-((S)-5H-imidazo[5,1-a]isoindol-5-yl)-2-azaspiro[3.3]heptane-2-carboxylic acid tert-butyl ester C(C)(C)(C)OC(=O)N1CC2(C1)[C@@H]([C@H](C2)[C@@H]2N1C(C3=CC=CC=C23)=CN=C1)O